ClC=1C(=NN2C1CNCCC2)C(=O)N(C)OC 3-chloro-N-methoxy-N-methyl-4H,5H,6H,7H,8H-pyrazolo[1,5-a][1,4]diazepine-2-carboxamide